NC1=C(C=C(C=C1F)F)C1(CC1)CCC(=O)O 3-(1-(2-amino-3,5-difluorophenyl)cyclopropyl)propanoic acid